methyl ((2,6-dihydroxy-3'-methyl-4-pentyl-[1,1'-biphenyl]-3-yl)methyl)carbamate OC1=C(C(=CC(=C1CNC(OC)=O)CCCCC)O)C1=CC(=CC=C1)C